COC=1C=CC(=NC1)C(=O)O 5-methoxypyridinecarboxylic acid